(6S)-6-ethyl-6,7,8,9-tetrahydro-5H-pyrido[2,3-c]azepin-2-ol hydrochloride Cl.C(C)[C@H]1CC2=C(CNC1)N=C(C=C2)O